ClC1=NN(C2=CC=C(C(=C12)CC(=O)N1[C@H](C2=CC=CC(=C2C[C@@H]1CO)C(C)(C)O)C)Cl)C 2-(3,5-dichloro-1-methyl-indazol-4-yl)-1-[(1S,3R)-3-(hydroxymethyl)-5-(1-hydroxy-1-methylethyl)-methyl-3,4-dihydro-1H-isoquinolin-2-yl]ethanone